(4R)-4-hydroxy-1-[3-(4,4,5,5-tetramethyl-1,3,2-dioxaborolan-2-yl)phenyl]pyrrolidin-2-one O[C@@H]1CC(N(C1)C1=CC(=CC=C1)B1OC(C(O1)(C)C)(C)C)=O